(R)-2-((5-chloro-2,3-dihydrobenzofuran-3-yl)amino)-N-(7-(hydroxyamino)-7-oxoheptyl)pyrimidine-5-carboxamide ClC=1C=CC2=C([C@H](CO2)NC2=NC=C(C=N2)C(=O)NCCCCCCC(=O)NO)C1